NC(C)(C)C1=CC(=NC(=C1)C1=CC=C(C=C1)C(F)(F)F)O[C@H]1[C@@H]2CN(C[C@]12C)C(=O)C1=CC(=NN1C)C1=NC=CC=N1 |o1:21,22,26| rel-((1R,5S,6s)-6-((4-(2-aminopropan-2-yl)-6-(4-(trifluoromethyl)phenyl)pyridin-2-yl)oxy)-1-methyl-3-azabicyclo[3.1.0]hexan-3-yl)(1-methyl-3-(pyrimidin-2-yl)-1H-pyrazol-5-yl)methanone